CN1C(=NC2=C3CC[C@@H](NC3=CC=C21)C)CCC=2C=NC=CC2 (7S)-3,7-Dimethyl-2-[2-(pyridin-3-yl)ethyl]-3H,6H,7H,8H,9H-imidazo[4,5-f]chinolin